tert-butyl-(2R,4R)-4-((6-chloro-3-fluoro-4-(2-hydroxypropan-2-yl) pyridin-2-yl) methyl)-2-methylpiperidine-4-carboxylate C(C)(C)(C)OC(=O)[C@]1(C[C@H](NCC1)C)CC1=NC(=CC(=C1F)C(C)(C)O)Cl